C1(=CC=CC=C1)COC(=O)N1CCC2(CC1)COC1=C3CN(C(C3=CC(=C12)F)=O)[C@H](C(=O)N)CCC(=O)OC(C)(C)C (S)-7-(1-amino-5-(tert-butoxy)-1,5-dioxopentan-2-yl)-4-fluoro-6-oxo-7,8-dihydro-2H,6H-spiro[furo[2,3-e]isoindole-3,4'-piperidine]-1'-carboxylic acid phenylmethyl ester